1,5-diaza-bicyclo[4.3.0]non-5-ene acetate C(C)(=O)O.N12CCCN=C2CCC1